C(C)OC=1C=C(C=CC1OC)[C@@H](CS(=O)(=O)C)N1C(C2=CC=CC(=C2C1=O)NC(CC)=O)=O N-(2-((S)-1-(3-ethoxy-4-methoxyphenyl)-2-(methylsulfonyl)ethyl)-1,3-dioxoisoindolin-4-yl)propanamide